4-(2,6-difluoro-4-nitrophenoxy)-1-{[2-(trimethylsilyl)ethoxy]methyl}-1H-pyrrolo[2,3-b]pyridine FC1=C(OC2=C3C(=NC=C2)N(C=C3)COCC[Si](C)(C)C)C(=CC(=C1)[N+](=O)[O-])F